O=C1NC(CCC1N1C(C2=CC(=C(C=C2C1=O)CN1CCN(CC1)C1=CC(=C(C=C1)NC1=NC=C(C(=C1)NC1=C(C(=O)NC)C=CC=C1)C(F)(F)F)OC)F)=O)=O 2-((2-((4-(4-((2-(2,6-dioxopiperidin-3-yl)-6-fluoro-1,3-dioxoisoindolin-5-yl)methyl)piperazin-1-yl)-2-methoxyphenyl)amino)-5-(trifluoromethyl)pyridin-4-yl)amino)-N-methylbenzamide